4-((1-benzhydrylazetidin-3-yl)amino)-2-cyclopropylpyrimidine-5-carbonitrile C(C1=CC=CC=C1)(C1=CC=CC=C1)N1CC(C1)NC1=NC(=NC=C1C#N)C1CC1